2-Chloro-4-(5-formylthien-2-yl)-7-phenyl-7H-pyrrolo[2,3-d]pyrimidine ClC=1N=C(C2=C(N1)N(C=C2)C2=CC=CC=C2)C=2SC(=CC2)C=O